CC(CN1C(C=CC2=C1N=CN=C2)=O)(C)C 8-(2,2-dimethylpropyl)pyrido[2,3-d]pyrimidin-7(8H)-on